COC1=CC(=C(C(=O)NC2=CC=C(CCNC(OC(C)(C)C)=O)C=C2)C=C1OC)NC(=O)C=1OC2=CC=C(C=C2C(C1)=O)C tert-Butyl (4-(4,5-dimethoxy-2-(6-methyl-4-oxo-4H-chromene-2-carboxamido) benzamido)phenethyl)carbamate